zinc oleate manganese oleate C(CCCCCCC\C=C/CCCCCCCC)(=O)[O-].[Mn+2].C(CCCCCCC\C=C/CCCCCCCC)(=O)[O-].[Zn+2]